ClC1=CC=CC=2OC3=C(C21)C=CC(=C3)C#N 1-chloro-7-cyanodibenzofuran